trans-N-(3-aminopropyl)-4-[[2-chloro-6-[4-[4-[(5S)-5-(hydroxymethyl)-2-oxo-oxazolidin-3-yl]phenyl]sulfonylpiperazin-1-yl]-4-pyridinyl]-difluoro-methyl]cyclohexanecarboxamide NCCCNC(=O)[C@@H]1CC[C@H](CC1)C(F)(F)C1=CC(=NC(=C1)N1CCN(CC1)S(=O)(=O)C1=CC=C(C=C1)N1C(O[C@@H](C1)CO)=O)Cl